spiro[7H-benzothiophene-4,3'-azetidine]-3-carbonitrile N1CC2(C1)C=CCC1=C2C(=CS1)C#N